5-(4-(2-(ethylamino)-2-oxoethyl)piperazin-1-yl)-N-methyl-7-(trifluoromethyl)thieno-[3,2-b]pyridine-3-carboxamide C(C)NC(CN1CCN(CC1)C1=CC(=C2C(=N1)C(=CS2)C(=O)NC)C(F)(F)F)=O